CC(C)(C)[O-].CC(C)(C)[O-].[Na+].[Na+] sodium di-tert-butoxide